C1(=CC=CC=C1)C1(CN(C1)C(=O)OC(C)(C)C)OC1=C(C(=C(C(=C1[2H])[2H])[2H])[2H])[2H] tert-Butyl 3-phenyl-3-[(2H5)phenyloxy]azetidine-1-carboxylate